CC1=NN(C(C2=CC(=CC=C12)N1CCN(CC1)CC1CCNCC1)=O)C1C(NC(CC1)=O)=O 3-(4-methyl-1-oxo-7-(4-(piperidin-4-ylmethyl)piperazin-1-yl)phthalazin-2(1H)-yl)piperidine-2,6-dione